CN1CCC(=CC1)C=1C=C2C(=NC1)NC=C2C=2C=CC=1N(C2)C=CN1 6-(5-(1-methyl-1,2,3,6-tetrahydropyridin-4-yl)-1H-pyrrolo[2,3-b]pyridin-3-yl)imidazo[1,2-a]pyridine